3,4-diaminobenzenecarbonitrile NC=1C=C(C=CC1N)C#N